Cl[Si](CCCC)(C)C chloro(dimethyl)butylsilane